ClC1=C(OC=2C=CC(=C(C2)S(=O)(=O)NC)O)C(=CC(=C1)N1N=C(C(NC1=O)=O)C(F)(F)F)Cl 5-(2,6-dichloro-4-(3,5-dioxo-6-(trifluoromethyl)-4,5-dihydro-1,2,4-triazin-2(3H)-yl)phenoxy)-2-hydroxy-N-methylbenzenesulfonamide